3-(4,6-difluoro-5-(4-hydroxy-1-((5-methoxypyridin-2-yl)methyl)piperidin-4-yl)-1-oxoisoindolin-2-yl)piperidine-2,6-dione FC1=C2CN(C(C2=CC(=C1C1(CCN(CC1)CC1=NC=C(C=C1)OC)O)F)=O)C1C(NC(CC1)=O)=O